(E)-4-(5-((Z)-4-phenylmethylene-5-oxo-1-(pyridine-4-yl)-4,5-dihydro-1H-imidazole-2-sulfenyl)pentoxy)benzaldehyde-O-ethyloxime C(C)O\N=C\C1=CC=C(C=C1)OCCCCCSC=1N(C(/C(/N1)=C/C1=CC=CC=C1)=O)C1=CC=NC=C1